C1(=CC=CC=C1)C1=CC=C(C=C1)[O-] 4-phenyl-phenolate